C1(CC1)S(=O)(=O)NC=1SC=C(N1)C(C(=O)NC1=C(C=C(C=C1)C1=NC(=CN=C1)OCC(F)(F)F)F)CC 2-(2-(cyclopropanesulfonamido)thiazol-4-yl)-N-(2-fluoro-4-(6-(2,2,2-trifluoroethoxy)pyrazin-2-yl)phenyl)butanamide